4-Chlorobenzoic acid [(2R)-3-(3-ethyl-4-oxo-spiro[6,8-dihydro-5H-pyrazolo[4,3-c]azepin-7,4'-tetrahydropyran]-1-yl)-2-methyl-propyl] ester C(C)C1=NN(C2=C1C(NCC1(CCOCC1)C2)=O)C[C@H](COC(C2=CC=C(C=C2)Cl)=O)C